CC1=C(C2=C(N=CN=C2NC2(CC2)C)O1)C(=O)NC1CC(C1)F 6-methyl-4-[(1-methylcyclopropyl)amino]-N-[(1s,3s)-3-fluorocyclobutyl]furo[2,3-d]pyrimidine-5-carboxamide